5-(4-fluorophenyl)-4-oxo-1-((tetrahydro-2H-pyran-4-yl)methyl)-1,4-dihydropyridine-3-carboxylic acid FC1=CC=C(C=C1)C=1C(C(=CN(C1)CC1CCOCC1)C(=O)O)=O